3-(5-amino-2-((3-fluoropyridin-2-yl)methoxy)-8-(3-methylpyridin-4-yl)-[1,2,4]triazolo[1,5-c]pyrimidin-7-yl)benzonitrile NC1=NC(=C(C=2N1N=C(N2)OCC2=NC=CC=C2F)C2=C(C=NC=C2)C)C=2C=C(C#N)C=CC2